[Ga].O water gallium